NC1=C(C(=C2C(=N1)OC1=CC(=CC=C1C2SC2=CC=C(C=C2)O)OC)N)C#N 2,4-diamino-5-((4-hydroxyphenyl)thio)-8-methoxy-5H-chromeno[2,3-b]pyridine-3-carbonitrile